3-buten-1-yl-isobenzofuran C(=CCC)C=1OC=C2C=CC=CC12